BrC=1N=C(SC1)/C=C(\C(=O)[O-])/F (E)-3-(4-bromothiazol-2-yl)-2-fluoroacrylate